O=C1N(C(C2=CC=CC=C12)=O)[C@H]1[C@H](C[C@@H](CC1)NC([O-])=O)F ((1R,3S,4R)-4-(1,3-dioxoisoindolin-2-yl)-3-fluorocyclohexyl)carbamate